N-((3-nitro-4-((2-(1-(oxetan-3-yl)piperidin-4-yl)ethyl)amino)phenyl)sulfonyl)benzamide [N+](=O)([O-])C=1C=C(C=CC1NCCC1CCN(CC1)C1COC1)S(=O)(=O)NC(C1=CC=CC=C1)=O